2,4,6-trimethylphenyl azide CC1=C(C(=CC(=C1)C)C)N=[N+]=[N-]